FC(C(C)(C)O)(F)C=1C(=C(C=CC1)[C@@H](C)NC=1C2=C(N=C(N1)C)C=NC(=C2)N2CCN(CC2)C(C)=O)F 1-{4-[4-({(1R)-1-[3-(1,1-difluoro-2-hydroxy-2-methylpropyl)-2-fluorophenyl]ethyl}amino)-2-methylpyrido[3,4-d]pyrimidin-6-yl]piperazin-1-yl}ethan-1-one